N-{[4-(isoquinoline-4-sulfonyl)phenyl]methyl}imidazo[1,2-a]pyridine-6-carboxamide C1=NC=C(C2=CC=CC=C12)S(=O)(=O)C1=CC=C(C=C1)CNC(=O)C=1C=CC=2N(C1)C=CN2